N-(3-chloro-4-fluorophenyl)-5-(2-chloro-5-(isobutyrylaminomethyl)benzoylamino)-1-(3-methoxypropyl)-1H-indole-2-carboxamide ClC=1C=C(C=CC1F)NC(=O)C=1N(C2=CC=C(C=C2C1)NC(C1=C(C=CC(=C1)CNC(C(C)C)=O)Cl)=O)CCCOC